F.[F-].[Al+3].[F-].[F-] aluminum fluoride, hydrofluoride